N-(3-((6-(1H-1,2,4-triazol-1-yl)-1H-indazol-4-yl)amino)propyl)-3-(((2-chloro-[1,1'-biphenyl]-4-yl)methyl)amino)propanamide N1(N=CN=C1)C1=CC(=C2C=NNC2=C1)NCCCNC(CCNCC1=CC(=C(C=C1)C1=CC=CC=C1)Cl)=O